1-[3-Hydroxy-2-(5H-imidazo[1,5-b]isoindol-5-yl)-7-azaspiro[3.5]nonan-7-carbonyl]cyclopropancarbonitril OC1C(CC12CCN(CC2)C(=O)C2(CC2)C#N)C2N1C(C=3C=CC=CC23)=CN=C1